OCC(C(C)C)=O 1-hydroxy-3-methyl-butan-2-one